pyrrole-3,4-dicarboxylate N1C=C(C(=C1)C(=O)[O-])C(=O)[O-]